undecyl 4-(2-oxiranyl)butyrate O1C(C1)CCCC(=O)OCCCCCCCCCCC